C(C(C)C)(=O)NC=1SC2=C(N1)C=CC=C2C=2C=C(C=CC2)C2=CC=C(O2)P(O)(O)=O (5-(3-(2-isobutyramidobenzo[d]thiazol-7-yl)phenyl)furan-2-yl)phosphonic acid